FC1=C(C=CC=C1)C1=CNC=2N=CN=C(C21)N2CCN(C1CC21)C(=O)OC(C)(C)C tert-Butyl 5-(5-(2-fluorophenyl)-7H-pyrrolo[2,3-d]pyrimidin-4-yl)-2,5-diazabicyclo[4.1.0]heptane-2-carboxylate